7,7'-bi-1H-benzpyrazole N1N=CC2=C1C(=CC=C2)C2=CC=CC=1C=NNC12